O=C1C2(CCCCC1)C1CCC(C1)C21C2CCC(C1)C2 2'-oxodispiro[bicyclo[2.2.1]heptane-2,1'-cycloheptane-3,2''-bicyclo[2.2.1]heptane]